farnesyl isopropanoate C(C(=O)OCC=C(C)CCC=C(C)CCC=C(C)C)C